disodium cetylstearyl alcohol sulfosuccinate S(=O)(=O)(O)C(C(=O)[O-])CC(=O)[O-].C(CCCCCCCCCCCCCCC)CCCCCCCCCCCCCCCCCCO.[Na+].[Na+]